carbenium Hexafluorophosphate F[P-](F)(F)(F)(F)F.[CH3+]